1-hydroxy-N-((2R)-hydroxy-2-(3-hydroxyphenyl)ethyl)-2-isopropyl-5-methylcyclohexane-1-carboxamide OC1(C(CCC(C1)C)C(C)C)C(=O)NC[C@@H](C1=CC(=CC=C1)O)O